6-((2S,6R)-2-(1-cyclopropyl-1H-pyrazol-4-yl)-6-methylmorpholino)-8-(2,4-difluorophenyl)-3-methyl-2-(trifluoromethyl)pyrido[3,4-d]pyrimidin-4(3H)-one C1(CC1)N1N=CC(=C1)[C@@H]1O[C@@H](CN(C1)C1=CC2=C(N=C(N(C2=O)C)C(F)(F)F)C(=N1)C1=C(C=C(C=C1)F)F)C